1-(4-fluorobenzyl)-3-(methylsulfonyl)-1,5,6,7-tetrahydro-4H-indazol-4-one FC1=CC=C(CN2N=C(C=3C(CCCC23)=O)S(=O)(=O)C)C=C1